7-(benzyloxy)benzopyran-4-one C(C1=CC=CC=C1)OC1=CC2=C(C(C=CO2)=O)C=C1